(R)-2-((1-(azepan-4-yl)-1H-pyrazol-4-yl)amino)-N-(2,6-dichlorophenyl)-4-methoxypyrimidine-5-carboxamide N1CC[C@@H](CCC1)N1N=CC(=C1)NC1=NC=C(C(=N1)OC)C(=O)NC1=C(C=CC=C1Cl)Cl